CC=1C=C(C(=O)NCC(=O)N2CC3(OCCO3)CC2C(=O)N)C=CC1OC1=CC=CC=C1 7-(2-(3-methyl-4-phenoxybenzamido)acetyl)-1,4-dioxa-7-azaspiro[4.4]nonane-8-carboxamide